methyl 4-mercaptobutyrimidate (methyl-4-mercaptobutyrimidate) CC(C(O)=N)CCS.SCCCC(OC)=N